S(=O)(=O)(ON1[C@@H]2CC[C@H](N(C1=O)C2)C(N)=O)OCC2(C(OCC2)=O)C (2S,5R)-2-carbamoyl-7-oxo-1,6-diazabicyclo[3.2.1]octan-6-yl ((3-methyl-2-oxotetrahydrofuran-3-yl)methyl) sulfate